C1CC(CCC1C(F)(F)F)O (1r,4r)-4-(trifluoromethyl)cyclohexan-1-ol